Benzyl (S)-3-(2-Amino-4-oxo-3,4-dihydroimidazo[5,1-f][1,2,4]triazin-7-yl)pyrrolidine-1-carboxylate NC1=NN2C(C(N1)=O)=CN=C2[C@@H]2CN(CC2)C(=O)OCC2=CC=CC=C2